yttrium tributoxide [O-]CCCC.[O-]CCCC.[O-]CCCC.[Y+3]